C(C1=CC=CC=C1)OC(C(=O)NNC(=O)C1=NC(=C(C=C1[N+](=O)[O-])C(F)(F)F)N(C(C)C)CCC=C)(CCC=C)C(F)(F)F N'-[2-benzyloxy-2-(trifluoromethyl)hex-5-enoyl]-6-[but-3-enyl(isopropyl)amino]-3-nitro-5-(trifluoromethyl)pyridine-2-carbohydrazide